3-(acryloyloxy)propyl methacrylate C(C(=C)C)(=O)OCCCOC(C=C)=O